BrC=1C=C(C=CC1OCOC)N1C(COCC1)=O 4-(3-bromo-4-(methoxymethoxy)phenyl)morpholin-3-one